1-bromo-4-nitrobenzen BrC1=CC=C(C=C1)[N+](=O)[O-]